p-tolylmethylsulfonyl chloride C1(=CC=C(C=C1)CS(=O)(=O)Cl)C